C1(CC1)COC(=O)NC1=C(N=NN1C)C1=CC=C(C=N1)O[C@@H]1C[C@H](CCC1)C(=O)O (1S,3S)-3-((6-(5-(((cyclopropyl-methoxy)carbonyl)amino)-1-methyl-1H-1,2,3-triazol-4-yl)pyridin-3-yl)oxy)cyclohexane-1-carboxylic acid